5-{[(2r,3r,4r,5r,6r)-4,5-bis(acetoxy)-6-[(acetoxy)methyl]-3-acetamidooxa-hex-2-yl]oxy}pentanoic acid C(C)(=O)O[C@H]([C@H]([C@H](O)OCCCCC(=O)O)NC(C)=O)[C@@H](CCOC(C)=O)OC(C)=O